2,3-difluoro-N-(5-fluoropyridin-2-yl)-5-(1-methyl-3-(trifluoromethyl)-1H-pyrazol-5-yl)benzamide FC1=C(C(=O)NC2=NC=C(C=C2)F)C=C(C=C1F)C1=CC(=NN1C)C(F)(F)F